ethyl 6-(2,3-dichlorophenyl)-3-hydroxy-5-methylpyrazine-2-carboxylate ClC1=C(C=CC=C1Cl)C1=C(N=C(C(=N1)C(=O)OCC)O)C